3-bromo-2-(bromomethyl)benzaldehyde BrC=1C(=C(C=O)C=CC1)CBr